((6-(4-hydroxyphenyl)naphthalen-2-yl)oxy)propane-1,2-diol OC1=CC=C(C=C1)C=1C=C2C=CC(=CC2=CC1)OC(C(C)O)O